1-(2-chlorophenyl)-4-(3-hydroxypyrrolidin-1-yl)-7-(trifluoromethyl)-1,8-naphthyridin-2(1H)-one ClC1=C(C=CC=C1)N1C(C=C(C2=CC=C(N=C12)C(F)(F)F)N1CC(CC1)O)=O